ClC1=CC=C2C(=C(NC2=C1Cl)C(=O)NN)C=1C=NN(C1)C1OCCCC1 6,7-Dichloro-3-(1-(tetrahydro-2H-pyran-2-yl)-1H-pyrazol-4-yl)-1H-indole-2-carbohydrazide